10-(p-chlorophenyl)-2,10-dihydro-2-(isopropylimino)-phenazine ClC1=CC=C(C=C1)N1C2=CC=CC=C2N=C2C=CC(C=C12)=NC(C)C